N-[(5-methyl-1,2-oxazol-3-yl)methyl]-5-(pyridine-2-sulfonyl)-1H,2H,3H,4H,5H,6H-pyrrolo[3,4-c]pyrrole-2-carboxamide CC1=CC(=NO1)CNC(=O)N1CC=2CN(CC2C1)S(=O)(=O)C1=NC=CC=C1